(R)-N1-(5-carbamoylpyridin-3-yl)-N2-(1-cyclopropyl-2-methoxyethyl)-N2-((5-(trifluoromethyl)pyridin-2-yl)methyl)oxalamide C(N)(=O)C=1C=C(C=NC1)NC(C(=O)N(CC1=NC=C(C=C1)C(F)(F)F)[C@@H](COC)C1CC1)=O